2-(4-(benzyloxy)-7-methyl-1H-indol-3-yl)-N-ethyl-N-methylethan-1-amine C(C1=CC=CC=C1)OC1=C2C(=CNC2=C(C=C1)C)CCN(C)CC